ClC1=C(C=C(C(=O)NC2=C(C=CC(=C2)[N+](=O)[O-])C)C=C1)S(NC1=C(C(=CC=C1)C)C)(=O)=O 4-chloro-3-(N-(2,3-dimethylphenyl)sulfamoyl)-N-(2-methyl-5-nitrophenyl)benzamide